ClC1=NC=C(C(=O)NOC)C(=C1)NC1=C2N([C@H](C=3N(C2=CC=C1)N=C(N3)C)C)C (S)-6-chloro-N-methoxy-4-((2,4,5-trimethyl-4,5-dihydro-[1,2,4]triazolo[1,5-a]quinoxalin-6-yl)amino)nicotinamide